CC(COC1(CCNCC1)C(F)(F)F)(C)O 2-methyl-1-((4-(trifluoromethyl)piperidin-4-yl)oxy)propan-2-ol